sodium sulfanilic acid salt S(=O)(C1=CC=C(C=C1)N)(=O)[O-].[Na+]